1-(3-amino-7-borono-3-carboxyheptyl)piperidine-2-carboxylic acid NC(CCN1C(CCCC1)C(=O)O)(CCCCB(O)O)C(=O)O